2-(4-Bromo-2-nitrothiophen-3-yl)-2H-1,2,3-triazole BrC=1C(=C(SC1)[N+](=O)[O-])N1N=CC=N1